COC1=CC=C(CN(C=2N=C(C3=CC=CC=C3C2)O)CC2=CC=C(C=C2)OC)C=C1 3-(bis(4-methoxybenzyl)amino)isoquinolin-1-ol